CC1=NN(C=C1NC1=NC=C(C(=N1)NCCCN1C(COCCC1)=O)C#N)C1CCN(CC1)C 2-((3-methyl-1-(1-methylpiperidin-4-yl)-1H-pyrazol-4-yl)amino)-4-((3-(3-oxo-1,4-oxazepan-4-yl)propyl)amino)pyrimidine-5-carbonitrile